2-(5-{5-chloro-2-[(2-methyl-2H-1,2,3-triazol-4-yl)amino]pyrimidin-4-yl}-1-methyl-3-oxo-2,3-dihydro-1H-isoindol-2-yl)-N-[(1S)-2-hydroxy-1-(3-methylphenyl)ethyl]acetamide ClC=1C(=NC(=NC1)NC1=NN(N=C1)C)C=1C=C2C(N(C(C2=CC1)C)CC(=O)N[C@H](CO)C1=CC(=CC=C1)C)=O